(2S)-2-amino-2-phenylethan-1-ol N[C@H](CO)C1=CC=CC=C1